C(C1=CC=CC=C1)N1CC=2N=C(N=C(C2CC1)NC1=C(C=CC=C1)OC)N 7-Benzyl-N4-(2-methoxyphenyl)-5,6,7,8-tetrahydropyrido[3,4-d]pyrimidine-2,4-diamine